BrC1=C(C=C(C(=O)NC)C=C1C)C 4-bromo-N,3,5-trimethylbenzamide